N-(2,6-dimethyl-4-bromophenyl)-3,3-dimethylbutanamide CC1=C(C(=CC(=C1)Br)C)NC(CC(C)(C)C)=O